1-(4-iodopyridin-2-yl)-4-methylpiperazine IC1=CC(=NC=C1)N1CCN(CC1)C